(2S,3S,4R,5R)-N-ethyl-5-(2-(furan-2-yl)-6-(methylamino)-9H-purin-9-yl)-3,4-dihydroxyltetrahydrofuran-2-carboxamide C(C)NC(=O)[C@H]1O[C@H]([C@@H]([C@@H]1O)O)N1C2=NC(=NC(=C2N=C1)NC)C=1OC=CC1